ClC1=NC=CC(=C1OCC1=CC=C(C=C1)OC)F 2-chloro-4-fluoro-3-[(4-methoxyphenyl)methoxy]pyridine